OCC(NCC(CS(=O)(=O)[O-])O)(CO)CO.[Na+] sodium 3-[N-tris(hydroxymethyl)methylamino]-2-hydroxypropanesulfonate